FC1=C(C(=CC(=C1)OCCN1CC(C1)CF)F)[C@H]1N([C@@H](CC2=C1NC1=CC=CC=C21)C)C(C(C)(F)F)=O 1-[(1R,3R)-1-[2,6-difluoro-4-[2-[3-(fluoromethyl)azetidin-1-yl]ethoxy]phenyl]-3-methyl-1,3,4,9-tetrahydropyrido[3,4-b]indol-2-yl]-2,2-difluoro-propan-1-one